2,8-bis(diphenyl-phosphoryl)dibenzofuran C1(=CC=CC=C1)P(=O)(C1=CC=CC=C1)C1=CC2=C(OC3=C2C=C(C=C3)P(=O)(C3=CC=CC=C3)C3=CC=CC=C3)C=C1